CS(=O)(=O)NCC=1C=CC(=C(C1)S(=O)(=O)N)C(=O)OC 5-methanesulfonylaminomethyl-2-methoxycarbonyl-benzenesulfonamide